(±)-1-benzoyl-N-t-butyl-3-methylene-2-(pyridin-2-yl)indoline-2-carboxamide C(C1=CC=CC=C1)(=O)N1[C@@](C(C2=CC=CC=C12)=C)(C(=O)NC(C)(C)C)C1=NC=CC=C1 |r|